3-[(tert-butoxycarbonyl-amino)methyl]cyclobutanecarboxylic acid C(C)(C)(C)OC(=O)NCC1CC(C1)C(=O)O